N-(3,4-dimethoxyphenyl)-7-(2,4-dimethoxypyrimidin-5-yl)thieno[3,2-d]pyrimidin-2-amine COC=1C=C(C=CC1OC)NC=1N=CC2=C(N1)C(=CS2)C=2C(=NC(=NC2)OC)OC